O=C1N(CC2=CC(=CC=C12)O[C@@H]1[C@H](CCCC1)N1CC(C1)C1=NC=CC=C1)C1C(NC(CC1)=O)=O 3-(1-oxo-5-(((1S,2S)-2-(3-(pyridin-2-yl)azetidin-1-yl)cyclohexyl)oxy)isoindolin-2-yl)piperidine-2,6-dione